COC1=C(C=CC=C1)N1CCN(CC1)CCCNCCC 3-[4-(2-methoxyphenyl)piperazin-1-yl]-N-propyl-1-propylamine